NC1=NC(=CC(=N1)N1CCC2(C[C@H](NC2)C(=O)O)CC1)O[C@@H](C(F)(F)F)C1=C(C=CC(=C1)\C=C\CC)N1N=C(C=C1)C (S)-8-(2-amino-6-((R)-1-(5-((E)-but-1-en-1-yl)-2-(3-methyl-1H-pyrazol-1-yl)phenyl)-2,2,2-trifluoroethoxy)pyrimidin-4-yl)-2,8-diazaspiro[4.5]decane-3-carboxylic acid